Diphenyl-phenol C1(=CC=CC=C1)C=1C(=C(C=CC1)O)C1=CC=CC=C1